Methyl 3-chloro-2-((pyrazolo[1,5-a]pyrimidine-3-carboxamido)methyl)benzofuran-7-carboxylate ClC1=C(OC2=C1C=CC=C2C(=O)OC)CNC(=O)C=2C=NN1C2N=CC=C1